(E)-3-(3,4-di(t-butyldimethylsilyloxy)phenyl)acrylic acid [Si](C)(C)(C(C)(C)C)OC=1C=C(C=CC1O[Si](C)(C)C(C)(C)C)/C=C/C(=O)O